5-(4-(cyclopentylmethyl)phenyl)-3-((2R,3R)-3-(fluoromethyl)-2-methylazetidin-1-carbonyl)-2-(pyrazin-2-yl)pyrazolo[1,5-a]pyrimidin-7(4H)-one C1(CCCC1)CC1=CC=C(C=C1)C=1NC=2N(C(C1)=O)N=C(C2C(=O)N2[C@@H]([C@@H](C2)CF)C)C2=NC=CN=C2